C(C1=CC=CC=C1)OC(=O)C1=C(NC(=C(C1C=1C2=C(SC1)C=CC=C2)C(C)=O)C)C 5-acetyl-4-(benzo[b]thiophen-3-yl)-2,6-dimethyl-1,4-dihydro-pyridine-3-carboxylic acid benzyl ester